N-(6-((5-bromo-2-((5-cyclopentyl-2-methoxy-4-(4-(piperazin-1-yl)piperidin-1-yl)phenyl)amino)pyrimidin-4-yl)amino)quinoxalin-5-yl)methanesulfonamide BrC=1C(=NC(=NC1)NC1=C(C=C(C(=C1)C1CCCC1)N1CCC(CC1)N1CCNCC1)OC)NC=1C(=C2N=CC=NC2=CC1)NS(=O)(=O)C